ClC1=CC=C(C=C1)[C@H](C(=O)[O-])OC1=CC(=CC=C1)C(F)(F)F (2R)-2-(4-chlorophenyl)-2-[3-(trifluoromethyl)phenoxy]acetate